methyl 2-amino-5-bromopyrazolo[1,5-a]pyridine-3-carboxylate NC1=NN2C(C=C(C=C2)Br)=C1C(=O)OC